3-amino-3-(4-(7,7-difluoro-2-((2S,3R)-3-hydroxy-2-methylazetidin-1-yl)-6,7-dihydro-5H-cyclopenta[d]pyrimidin-4-yl)phenyl)tetrahydrothiophene 1,1-dioxide Copper iodide [Cu](I)I.NC1(CS(CC1)(=O)=O)C1=CC=C(C=C1)C=1C2=C(N=C(N1)N1[C@H]([C@@H](C1)O)C)C(CC2)(F)F